[N+](=O)([O-])C1=C2C=C(C=NC2=CC=C1)C(C(=O)[O-])CCC=O 2-(5-nitroquinolin-3-yl)-5-oxopentanoate